FC(C(=O)NC1=CC=C(C=C1)OC(F)(F)F)(C1=CC=C(C=C1)C1=CC=2N(C=C1)N=CN2)F 2,2-Difluoro-2-[4-([1,2,4]triazolo[1,5-a]pyridin-7-yl)phenyl]-N-[4-(trifluoromethoxy)phenyl]acetamide